ClC1=CC=C(C=C1)C=1N(C(C2=C(N1)C(=NC=C2)C=2C=NC=CC2)=O)CC(C)(C)O (4-chlorophenyl)-3-(2-hydroxy-2-methylpropyl)-8-(pyridin-3-yl)pyrido[3,4-d]pyrimidin-4(3H)-one